N1=C(C=CC=C1)C#CCO 3-(2-pyridinyl)prop-2-yn-1-ol